1-(4-(4-amino-7-cyclopropyl-7H-pyrrolo[2,3-d]pyrimidin-5-yl)cyclohexyl)-3-(3-(tert-butyl)isoxazol-5-yl)urea NC=1C2=C(N=CN1)N(C=C2C2CCC(CC2)NC(=O)NC2=CC(=NO2)C(C)(C)C)C2CC2